ClC=1C=C(C=CC1)C#CC1=NN=C2N1CCN(C2)C(=O)C2=CC=CC=C2 [3-[2-(3-Chlorophenyl)ethynyl]-6,8-dihydro-5H-[1,2,4]triazolo[4,3-a]pyrazin-7-yl]-phenyl-methanone